C(#N)C1=CC=C(C=C1)C1=CC=C(C=C1)OC=1N=NNC1C(=O)O 4-((4'-cyano-[1,1'-biphenyl]-4-yl)oxy)-1H-1,2,3-triazole-5-carboxylic acid